FC=1C=C(CNCCCCOCCNC=2C=3C(=NNC3C=C(C2)N2C=NN=C2)NC)C=C(C1OC(F)(F)F)F N4-(2-(4-((3,5-difluoro-4-(trifluoromethoxy)benzyl)amino)butoxy)ethyl)-N3-methyl-6-(4H-1,2,4-triazol-4-yl)-1H-indazole-3,4-diamine